C(C)OC(=C)C1=CC(=CN2C1=NC(=C(C2=O)C#N)N2CCCCC2)C 9-(1-ethoxyvinyl)-7-methyl-4-oxo-2-(piperidin-1-yl)-4H-pyrido[1,2-a]pyrimidine-3-carbonitrile